tert-butyl 2-[1-(4-amino-3-fluoro-phenyl)-4-hydroxy-4-piperidyl]acetate NC1=C(C=C(C=C1)N1CCC(CC1)(O)CC(=O)OC(C)(C)C)F